C(CCCCC\C=C\C=C\C=C\C)Cl (7E,11E)-7,9,11-Tridecatrienyl chloride